(E)-1-(4-(2-(5-bromo-2-phenyl-1H-indol-3-yl)acetyl)piperazin-1-yl)-3-(2-bromophenyl)prop-2-en-1-one BrC=1C=C2C(=C(NC2=CC1)C1=CC=CC=C1)CC(=O)N1CCN(CC1)C(\C=C\C1=C(C=CC=C1)Br)=O